CC(=CCC/C(=C/CC/C(=C/CC/C(=C\\CC/C(=C\\CC/C(=C\\CC/C(=C\\CC/C(=C\\CC/C(=C\\CC/C(=C\\CC/C(=C\\COP(=O)([O-])O[C@H]1[C@@H]([C@H]([C@H](CO1)NC=O)O)O)/C)/C)/C)/C)/C)/C)/C)/C)/C)/C)C The molecule is an organophosphate oxoanion that is the conjugate base of 4-deoxy-4-formamido-alpha-L-arabinopyranosyl di-trans,poly-cis-undecaprenyl phosphate, arising from deprotonation of the free OH group of the phosphate. It is a conjugate base of a 4-deoxy-4-formamido-alpha-L-arabinopyranosyl ditrans,polycis-undecaprenyl phosphate.